1-(8-methylimidazo[1,2-a]Pyridin-5-yl)-5-(trifluoromethyl)-1H-pyrazole-4-carboxamide CC=1C=2N(C(=CC1)N1N=CC(=C1C(F)(F)F)C(=O)N)C=CN2